NC1=C(C2=C(S1)CC(CC2)(C2=CC=CC=C2)C#N)C(=O)OCC Ethyl 2-amino-6-cyano-6-phenyl-4,5,6,7-tetrahydrobenzo[b]thiophene-3-carboxylate